2-((4-fluoro-2-methylphenyl)-amino)-4-(trifluorometh-oxy)benzoic acid FC1=CC(=C(C=C1)NC1=C(C(=O)O)C=CC(=C1)OC(F)(F)F)C